4-chloro-2,6-dicyanopyridine ClC1=CC(=NC(=C1)C#N)C#N